(E)-2-cyano-N-(2-(methylsulfonyl)benzyl)-3-(1H-pyrrolo[2,3-b]pyridin-3-yl)acrylamide C(#N)/C(/C(=O)NCC1=C(C=CC=C1)S(=O)(=O)C)=C\C1=CNC2=NC=CC=C21